N-methoxy-N-methyl-4-morpholino-2-((5-phenyl-1H-pyrazol-3-yl)amino)furo[3,2-d]pyrimidine-6-carboxamide CON(C(=O)C1=CC=2N=C(N=C(C2O1)N1CCOCC1)NC1=NNC(=C1)C1=CC=CC=C1)C